4-((8-methyl-3,8-diazabicyclo[3.2.1]octane-3-yl)methyl)benzene CN1C2CN(CC1CC2)CC2=CC=CC=C2